(R)-2-fluoro-N-(8-methylisoquinolin-1-yl)-N-(piperidin-3-yl)-4-(pyrimidin-2-ylamino)benzamide FC1=C(C(=O)N([C@H]2CNCCC2)C2=NC=CC3=CC=CC(=C23)C)C=CC(=C1)NC1=NC=CC=N1